C(CC)C(CO)CCCC 2-propyl-1-hexanol